(2S)-4-(5H-dibenzo[b,f]azepine-5-carbonyl)-1-(2-phenylpropionyl)piperazine-2-carboxylic acid C1=CC=CC=2N(C3=C(C=CC21)C=CC=C3)C(=O)N3C[C@H](N(CC3)C(C(C)C3=CC=CC=C3)=O)C(=O)O